NC=1C(=C(C(=CC1)F)NC(C1=C(C(=CC(=C1)NC(=O)[C@@H]1C([C@H]1C1=CC(=C(C=C1)F)C(F)(F)F)(Cl)Cl)F)Cl)=O)F N-(3-amino-2,6-difluorophenyl)-2-chloro-5-((1R,3R)-2,2-dichloro-3-(4-fluoro-3-(trifluoromethyl)phenyl)cyclopropane-1-carboxamido)-3-fluorobenzamide